2-(1-methyl-1H-pyrazol-4-yl)cyclopropane-1-carboxamide CN1N=CC(=C1)C1C(C1)C(=O)N